N-(5-bromo-1H-pyrrolo[3,2-b]pyridin-3-yl)-5,6-dimethyl-1H-benzo[d]imidazol-2-amine BrC1=CC=C2C(=N1)C(=CN2)NC2=NC1=C(N2)C=C(C(=C1)C)C